(2-(tetrahydro-1H-furo[3,4-c]pyrrole-5(3H)-yl)benzyl)ethylamine C1OCC2C1CN(C2)C2=C(CNCC)C=CC=C2